p-methyl-styrene CC1=CC=C(C=C)C=C1